4-[2-[(2-hydroxyphenyl)methylamino]ethyl]-2,5-dimethoxybenzonitrile OC1=C(C=CC=C1)CNCCC1=CC(=C(C#N)C=C1OC)OC